(2-Fluoro-phenyl)-N-oxetan-3-yl-N'-(2-trifluoromethyl-pyridin-4-yl)-[1,3,5]triazine-2,4-diamine FC1=C(C=CC=C1)C1=NC(=NC(=N1)NC1COC1)NC1=CC(=NC=C1)C(F)(F)F